C(C#C)NC(C1=CN=CC(=C1)C(F)(F)F)=O N-(prop-2-yn-1-yl)-5-(trifluoromethyl)nicotinamide